OCCNC(C1=C(C=C(C=C1)C=1C2=C(N=C(N1)N1[C@H](CC1)C)CCC2)C)=O N-(2-hydroxyethyl)-2-methyl-4-[2-[(2S)-2-methylazetidin-1-yl]-6,7-dihydro-5H-cyclopenta[d]pyrimidin-4-yl]benzamide